3-fluoro-3-(6-(2-methyl-2H-pyrazolo[3,4-b]pyridin-5-yl)thieno[2,3-b]pyridin-2-yl)cyclobutanol FC1(CC(C1)O)C1=CC=2C(=NC(=CC2)C2=CC=3C(N=C2)=NN(C3)C)S1